4-(2,6-difluoro-4-nitrophenyl)thiomorpholine 1,1-dioxide FC1=C(C(=CC(=C1)[N+](=O)[O-])F)N1CCS(CC1)(=O)=O